1-thio-β-D-galactose S[C@H]1[C@H](O)[C@@H](O)[C@@H](O)[C@H](O1)CO